N-(2-(2-hydroxyethyl)-8-(2-((1-methyl-1H-pyrazol-4-yl)amino)pyrimidin-4-yl)-2,3,4,5-tetrahydro-1H-benzo[c]azepin-5-yl)-5-(1-methylcyclopropyl)-1,3,4-oxadiazole-2-carboxamide OCCN1CC2=C(C(CC1)NC(=O)C=1OC(=NN1)C1(CC1)C)C=CC(=C2)C2=NC(=NC=C2)NC=2C=NN(C2)C